O1-benzyl O2-methyl (2S,4S)-4-[[6-[3-[3-[tert-butoxycarbonyl(methyl)amino]propyl]benzimidazol-4-yl]-2-pyridyl]amino]pyrrolidine-1,2-dicarboxylate C(C)(C)(C)OC(=O)N(CCCN1C=NC2=C1C(=CC=C2)C2=CC=CC(=N2)N[C@H]2C[C@H](N(C2)C(=O)OCC2=CC=CC=C2)C(=O)OC)C